6-bromo-8-chloro-1,5-dioxo-spiro[2H-imidazo[1,5-a]pyridine-3,3'-piperidine]-1'-carboxylic acid tert-butyl ester C(C)(C)(C)OC(=O)N1CC2(CCC1)NC(C=1N2C(C(=CC1Cl)Br)=O)=O